COC[C@H](C)OC1=CC=C(C=C1)C=1N=C(SC1)NC([C@H](CC(C)C)NS(=O)(=O)C1=CC=C(C=C1)C)=O (S)-N-(4-(4-((S)-1-methoxyprop-2-yloxy)phenyl)thiazol-2-yl)-4-methyl-2-(4-methylphenylsulfonamido)pentanamide